1-(4-(3-(3-aminocarbonylphenyl)ureido)-3-fluorophenyl)-7-methoxy-[1,2,4]triazolo[4,3-a]quinoxaline-8-carboxamide NC(=O)C=1C=C(C=CC1)NC(NC1=C(C=C(C=C1)C1=NN=C2N1C1=CC(=C(C=C1N=C2)OC)C(=O)N)F)=O